NC1=C(C=C(OC2=CC(=NC=C2)C(=O)O)C=C1)F 4-(4-amino-3-fluorophenoxy)picolinic acid